N-((3-(4-((2-(tert-butyl)-1H-imidazol-1-yl)methyl)-3-fluorophenyl)-5-isobutylthiophene-2-yl)Sulfonyl)benzamide C(C)(C)(C)C=1N(C=CN1)CC1=C(C=C(C=C1)C1=C(SC(=C1)CC(C)C)S(=O)(=O)NC(C1=CC=CC=C1)=O)F